C(C1=CC=CC=C1)OC([C@@H](N)C(CSC)C=O)=O 3-formyl-L-methionine benzyl ester